C(C)(C)(C)OC(=O)N1C(N(C2=C1C=CC=C2)C2=CC(=CC=C2)C(C)=O)=O 3-(3-acetylphenyl)-2-oxo-2,3-dihydro-1H-benzo[d]imidazole-1-carboxylic acid tert-butyl ester